C(CCCCCCCCCCCCCCCCC)(=O)C(OP(OC[C@@H](CO)OO)(=O)O)C[N+](C)(C)C stearoyl-2-hydroxysn-glycero-3-phosphorylcholine